cis-N-(2-fluoro-5-(5-fluoropyrimidin-2-yl)-4-(trifluoromethyl)phenyl)-1-(5-methyl-1,3,4-oxadiazol-2-yl)-3-(trifluoromethyl)-6-azabicyclo[3.1.1]heptane-6-carboxamide FC1=C(C=C(C(=C1)C(F)(F)F)C1=NC=C(C=N1)F)NC(=O)N1C2CC(CC1(C2)C=2OC(=NN2)C)C(F)(F)F